BrC(=CF)F Bromo-1,2-difluoroethylene